C(C)N1C2=NC(=NC(=C2N=C1)C1=NC=NC=C1)C1=CC(=CC=C1)C1=NN(C=C1)C 9-ethyl-2-(3-(1-methyl-1H-pyrazol-3-yl)phenyl)-6-(pyrimidin-4-yl)-9H-purine